CN(P1([C@H](C=C[C@H]1C1=CC(=CC(=C1)C)C)C1=CC(=CC(=C1)C)C)=O)C (1S,2R,5S)-1-(dimethylamino)-2,5-bis(3,5-dimethylphenyl)-2,5-dihydrophosphole 1-oxide